ClC1=C(C(=NN1)C)[N+](=O)[O-] 5-chloro-3-methyl-4-nitro-1H-pyrazole